(R)-2-{1,1-dimethyl-2-[(1s,4S)-4-(mesylamino)cyclohexyl]ethylamino}-1-(5-fluoro-3-pyridyl)-1-ethanol CC(CC1CCC(CC1)NS(=O)(=O)C)(C)NC[C@H](O)C=1C=NC=C(C1)F